N[C@@H]1[C@H](CCCC1)NC1=NC(=C2N=CN(C2=N1)CC)NC1=CC(=CC=C1)Cl N2-((1S,2S)-2-AMINOCYCLOHEXYL)-N6-(3-CHLOROPHENYL)-9-ETHYL-9H-PURINE-2,6-DIAMINE